(E)-3-[4-[3-[Di(propan-2-yl)amino]prop-1-ynyl]phenyl]-1-[4-(oxan-2-yloxy)phenyl]prop-2-en-1-one CC(C)N(CC#CC1=CC=C(C=C1)/C=C/C(=O)C1=CC=C(C=C1)OC1OCCCC1)C(C)C